C(#N)C1=C(N=C([N-]1)C(F)(F)F)C#N.[Na+] sodium dicyano-2-trifluoromethyl-imidazolide